bis(2,2,2-trifluoroethyl)ethylphosphinic acid FC(CC(CP(O)=O)CC(F)(F)F)(F)F